BrCC1=NC=C(C=C1Cl)C#CC1(CC1)C(F)F 2-(bromomethyl)-3-chloro-5-((1-(difluoromethyl)cyclopropyl)ethynyl)pyridine